4-fluoro-1-(((S)-tetrahydrofuran-2-yl)methyl)-1H-benzo[d]imidazole-6-carboxylic acid FC1=CC(=CC=2N(C=NC21)C[C@H]2OCCC2)C(=O)O